2-((4S)-8-(2-aminoethoxy)-6-(4-chlorophenyl)-1-methyl-4H-benzo[f][1,2,4]triazolo[4,3-a][1,4]diazepin-4-yl)-N-ethylacetamide NCCOC=1C=CC2=C(C(=N[C@H](C=3N2C(=NN3)C)CC(=O)NCC)C3=CC=C(C=C3)Cl)C1